2-({[(9H-fluoren-9-yl)methoxy]carbonyl}[2-(naphthalen-1-yl)ethyl]amino)acetic acid C1=CC=CC=2C3=CC=CC=C3C(C12)COC(=O)N(CC(=O)O)CCC1=CC=CC2=CC=CC=C12